FC=1C=CC(=C(C1)NC=1OC2=C(N1)C=CC(=C2F)CC(=O)C(O[C@@H]2CC[C@H](CC2)C(=O)O)(N2CCCC2)CN(C)OC)C trans-4-[1-[[2-(5-Fluoro-2-methylphenylamino)-7-fluoro-6-benzoxazolyl]acetyl]-(5S)-[methoxy(methyl)amino]methyl-(2S)-pyrrolidinylmethoxy]cyclohexanecarboxylic acid